C1(CCC1)C=1NC(=NN1)C1CC2(CN(C2)C(=O)N2CC(C2)C=2C=NC(=CC2)N2CC(C2)C(F)(F)F)C1 [6-(5-cyclobutyl-4H-1,2,4-triazol-3-yl)-2-azaspiro[3.3]heptan-2-yl]-[3-[6-[3-(trifluoromethyl)azetidin-1-yl]-3-pyridyl]azetidin-1-yl]methanone